4-[5-[2-[1-(2,2-difluoroethyl)pyrrolidin-2-yl]ethynyl]-3,4-dihydro-2H-quinolin-1-yl]-5-fluoro-1-(trideuteriomethyl)quinazolin-2-one FC(CN1C(CCC1)C#CC1=C2CCCN(C2=CC=C1)C1=NC(N(C2=CC=CC(=C12)F)C([2H])([2H])[2H])=O)F